C[C@@H]1COCC[C@H]1N Trans-3-methyl-tetrahydro-2H-pyran-4-amine